1-(3,4-difluorophenyl)-6-(5-(3,5-dimethylisoxazol-4-yl)-1-(4-(3-(methylsulfonyl)prop-1-yn-1-yl)thiazol-2-yl)-1H-benzo[d]imidazol-2-yl)piperidin-2-one FC=1C=C(C=CC1F)N1C(CCCC1C1=NC2=C(N1C=1SC=C(N1)C#CCS(=O)(=O)C)C=CC(=C2)C=2C(=NOC2C)C)=O